3,4-diaminophthalic anhydride NC1=C2C(C(=O)OC2=O)=CC=C1N